C(C)OC(C)(C)[C@@]1(CN(CC1)C(C)(C)C=1C=NC(=CC1)C)CCC1=NNC2=CC=CC=C12 (S)-3-(2-(3-(2-ethoxypropan-2-yl)-1-(2-(6-methylpyridin-3-yl)propan-2-yl)pyrrolidin-3-yl)ethyl)-1H-indazole